ClC=1C=C2C=C(NC2=C(C1F)F)C(=O)NC[C@@H]1CNCC1 (S)-5-chloro-6,7-difluoro-N-(pyrrolidin-3-ylmethyl)-1H-indole-2-carboxamide